N1(N=CC=C1)C=1C=C(C=CC1)C1CCN(CC1)C(=O)OC(C)(C)C tert-butyl 4-(3-pyrazol-1-ylphenyl)piperidine-1-carboxylate